N-(pent-3-yl)-2,3-dihydrobenzo[b][1,4]dioxin-6-carboxamide CCC(CC)NC(=O)C1=CC2=C(OCCO2)C=C1